BrC1=CC(=C(CC2=NC3=C(N2[C@@H]2COCC2(C)C)C=C(C=C3)C(=O)OC)C(=C1)F)F Methyl (S)-2-(4-bromo-2,6-difluorobenzyl)-1-(4,4-dimethyltetrahydrofuran-3-yl)-1H-benzo[d]imidazole-6-carboxylate